6-{[(2-Chloro-6-fluorophenyl)carbonyl]amino}-N-(3-chloro-2-methylphenyl)-2-{[(2S)-tetrahydrofuran-2-ylmethyl]amino}-1H-benzimidazole-4-carboxamide ClC1=C(C(=CC=C1)F)C(=O)NC=1C=C(C2=C(NC(=N2)NC[C@H]2OCCC2)C1)C(=O)NC1=C(C(=CC=C1)Cl)C